N-(4-(4-amino-5-(3-methoxy-4-(pyrimidin-2-yloxy)phenyl)-7-methyl-7H-pyrrolo[2,3-d]pyrimidin-6-yl)phenyl)propionamide NC=1C2=C(N=CN1)N(C(=C2C2=CC(=C(C=C2)OC2=NC=CC=N2)OC)C2=CC=C(C=C2)NC(CC)=O)C